ClC1=C(C=C(C=C1)C=1SC=C2N=CN(C(C21)=O)CC(N2CCCC2)=O)F 5-(4-chloro-3-fluorophenyl)-3-(2-oxo-2-(pyrrolidin-1-yl)ethyl)thieno[3,4-d]pyrimidin-4(3H)-one